4-(piperazin-1-yl)-2H-pyrazolo[3,4-d]pyrimidine N1(CCNCC1)C=1C=2C(N=CN1)=NNC2